((3aR,4R,6R,6aR)-6-(6-chloro-4-(5'-chloro-3'H-spiro[azetidine-3,1'-isobenzofuran]-1-yl)-1H-pyrazolo[3,4-d]pyrimidin-1-yl)-2,2-dimethyltetrahydrofuro[3,4-d][1,3]dioxol-4-yl)methanol ClC1=NC(=C2C(=N1)N(N=C2)[C@@H]2O[C@@H]([C@@H]1[C@H]2OC(O1)(C)C)CO)N1CC2(OCC3=CC(=CC=C23)Cl)C1